(E)-4-[4-(3-chloro-10,11-dihydro-5H-dibenzo[b,f]azepin-5-yl)butylamino]but-2-enoic acid 2,2,2-trifluoroacetate FC(C(=O)O)(F)F.ClC=1C=CC2=C(N(C3=C(CC2)C=CC=C3)CCCCNC/C=C/C(=O)O)C1